(2R,3S)-3-((tert-Butyldiphenylsilyl)oxy)pyrrolidine-1,2-dicarboxylic acid 1-(tert-butyl) 2-methyl ester COC(=O)[C@@H]1N(CC[C@@H]1O[Si](C1=CC=CC=C1)(C1=CC=CC=C1)C(C)(C)C)C(=O)OC(C)(C)C